N-((1,2,3,5,6,7-hexahydro-S-indacen-4-yl)carbamoyl)-2-(1-((4-methoxyphenyl)sulfonyl)pyrrolidin-2-yl)vinylsulfonamide C1CCC2=C(C=3CCCC3C=C12)NC(=O)NS(=O)(=O)C=CC1N(CCC1)S(=O)(=O)C1=CC=C(C=C1)OC